(S)-2-((((9H-fluoren-9-yl)methoxy)carbonyl)amino)-4-(azetidin-1-yl)-4-oxobutanoic acid C1=CC=CC=2C3=CC=CC=C3C(C12)COC(=O)N[C@H](C(=O)O)CC(=O)N1CCC1